(S)-3-Bromo-2-(4-fluorophenyl)-6-methyl-5,6-dihydro-4H-pyrrolo[1,2-b]pyrazole BrC1=C2N(N=C1C1=CC=C(C=C1)F)[C@H](CC2)C